NC=1C=CC(=NC1)OC1=CC=C(C=C1)CNC(OC(C)(C)C)=O tert-butyl {4-[(5-aminopyridin-2-yl) oxy]phenyl}methylcarbamate